CN1N=CC2=C1N=C/1N(C2=O)CC\C1=C/C1=CC2=C(OCCO2)C=C1 (E)-1-methyl-8-(2,3-dihydrobenzo[B][1,4]dioxin-6-ylmethylene)-7,8-dihydro-1H-pyrazolo[3,4-d]pyrrolo[1,2-a]pyrimidin-4(6H)-one